C(C)(C)OC(=O)C1=C(N=NC(=C1)Cl)OC1=CC(=CC=C1)C(F)(F)F 6-chloro-3-[3-(trifluoromethyl)phenoxy]pyridazine-4-carboxylic acid isopropyl ester